N-(5,7-Difluoro-4-oxo-2-pyrrolidin-1-yl-4H-quinazolin-3-yl)-3-(3,5-difluoro-phenyl)-propionamide FC1=C2C(N(C(=NC2=CC(=C1)F)N1CCCC1)NC(CCC1=CC(=CC(=C1)F)F)=O)=O